C(C)(C)(C)[Si](C1=CC=CC=C1)(C1=CC=CC=C1)OCCCCCCC(CC(C)(S(=O)(=O)C1=CC=C(C=C1)B1OC(C(O1)(C)C)(C)C)C)OC1OCCCC1 tert-butyl-[9-methyl-7-tetrahydropyran-2-yloxy-9-[4-(4,4,5,5-tetramethyl-1,3,2-dioxaborolan-2-yl)phenyl]sulfonyldecoxy]-diphenyl-silane